BrC=1C=CC(=C(C(=O)N[C@@H]2[C@@H]([C@H]3CCC[C@@H]23)C(=O)NC2=CC(=C(C=C2)F)C(F)(F)F)C1)OC (1R,5S,6R,7S)-7-(5-bromo-2-methoxybenzamido)-N-(4-fluoro-3-(trifluoromethyl)phenyl)bicyclo[3.2.0]heptane-6-carboxamide